(3S,4R)-3-fluoro-1-(4-((5-isopropyl-8-((S)-2-methylazetidin-1-yl)-2,7-naphthyridin-3-yl)amino)pyrimidin-2-yl)piperidin-4-ol F[C@H]1CN(CC[C@H]1O)C1=NC=CC(=N1)NC=1N=CC2=C(N=CC(=C2C1)C(C)C)N1[C@H](CC1)C